acryloyloxypropyl-bis(trimethylsiloxy)methylsilane C(C=C)(=O)OCCC[SiH2]C(O[Si](C)(C)C)O[Si](C)(C)C